tert-Butyl 2-[3-(2,5-dichloropyrimidin-4-yl)-5-oxo-5H,6H,7H-pyrrolo[3,4-b]pyridin-6-yl]acetate ClC1=NC=C(C(=N1)C=1C=C2C(=NC1)CN(C2=O)CC(=O)OC(C)(C)C)Cl